FC=1C(=NC=2C(=CN(C(C2C1)=O)C1=C(C=CC=C1)C)C(C)C)OC 3-fluoro-8-isopropyl-2-methoxy-6-(o-tolyl)-1,6-naphthyridin-5(6H)-one